(6aR)-8-acryloyl-4-chloro-3-(2-fluoro-6-hydroxyphenyl)-1-(((R)-1-methylpyrrolidin-3-yl)oxy)-6,6a,7,8,9,10-hexahydro-12H-pyrazino[2,1-c]pyrido[3,4-f][1,4]oxazepin-12-one C(C=C)(=O)N1C[C@@H]2COC3=C(C(N2CC1)=O)C(=NC(=C3Cl)C3=C(C=CC=C3O)F)O[C@H]3CN(CC3)C